N-[5-(benzyloxy)pentanoyl]-D-phenylalanine methyl ester COC([C@H](NC(CCCCOCC1=CC=CC=C1)=O)CC1=CC=CC=C1)=O